5-[1,4-Bis-tert-butoxycarbonylmethyl-6-(tert-butoxycarbonylmethyl-methyl-amino)-[1,4]diazepan-6-yl]-pentanoic acid C(C)(C)(C)OC(=O)CN1CCN(CC(C1)(N(C)CC(=O)OC(C)(C)C)CCCCC(=O)O)CC(=O)OC(C)(C)C